OC1=CC=2N(C=C1)N=CN2 7-hydroxy-[1,2,4]triazolo[1,5-a]pyridine